FC(C(C=1C=C(C=CC1)N=C=O)(F)F)(C=1C=C(C=CC1)N=C=O)F 3,3'-(Tetrafluoroethane-1,2-diyl)bisphenyl diisocyanate